6-(4-cyclopropyl-1H-imidazol-1-yl)pyridin-2-amine C1(CC1)C=1N=CN(C1)C1=CC=CC(=N1)N